2-(7-fluoro-1'-((1s,4s)-4-isopropylcyclohexyl)-3-oxo-1H-spiro[isoquinoline-4,4'-piperidin]-2(3H)-yl)ethyl methylcarbamate CNC(OCCN1CC2=CC(=CC=C2C2(CCN(CC2)C2CCC(CC2)C(C)C)C1=O)F)=O